FC(OC1=CC2=C(N=C(O2)C=2C(=C(C=CC2)C2=C(C(=CC=C2)C=2OC3=C(N2)C=C(C(=C3)OC(F)F)CN3C(CCC3)C)C)C)C=C1CN1[C@@H](CCC1)C(=O)O)F ((6-(difluoromethoxy)-2-(3'-(6-(difluoromethoxy)-5-((2-methylpyrrolidin-1-yl)methyl)benzo[d]oxazol-2-yl)-2,2'-dimethyl-[1,1'-biphenyl]-3-yl)benzo[d]oxazol-5-yl)methyl)-L-proline